3-(5-(4-methyl-3-oxopiperazine-1-carbonyl)-1-oxoisoindolin-2-yl)piperidine-2,6-dione CN1C(CN(CC1)C(=O)C=1C=C2CN(C(C2=CC1)=O)C1C(NC(CC1)=O)=O)=O